(S)-4-((1-(8-(tert-butylthio)-4-chloro-1-oxo-2-phenyl-1,2-dihydroisoquinolin-3-yl)ethyl)amino)pyrido[2,3-d]pyrimidin-5(8H)-one C(C)(C)(C)SC=1C=CC=C2C(=C(N(C(C12)=O)C1=CC=CC=C1)[C@H](C)NC=1C2=C(N=CN1)NC=CC2=O)Cl